C(C)(C)(C)C1=C(C=CC(=C1)C(C)(C)C)OP([O-])(=O)C1(CC=C(C=C1)C1=CC=CC=C1)P([O-])(=O)[O-] (2,4-di-tert-butylphenyl)-4,4-biphenyldiphosphonate